4-[cyclopropyl-[4-(5,6,7,8-tetrahydro-1,8-naphthyridin-2-yl)butyl]amino]-2-[(2,4-dichlorophenyl)methoxycarbonylamino]butanoic acid C1(CC1)N(CCC(C(=O)O)NC(=O)OCC1=C(C=C(C=C1)Cl)Cl)CCCCC1=NC=2NCCCC2C=C1